eicosyl salicylate C(C=1C(O)=CC=CC1)(=O)OCCCCCCCCCCCCCCCCCCCC